2-((S)-4-((R)-4-chloro-2'-(((S)-1-(2-fluoroethyl)pyrrolidin-2-yl)methoxy)-2,3,5',8'-tetrahydro-6'H-spiro[indene-1,7'-quinazolin]-4'-yl)-1-(2-fluoroacryloyl)piperazin-2-yl)acetonitrile ClC1=C2CC[C@@]3(CCC=4C(=NC(=NC4C3)OC[C@H]3N(CCC3)CCF)N3C[C@@H](N(CC3)C(C(=C)F)=O)CC#N)C2=CC=C1